[Br-].C(C1=CC=CC=C1)[N+]1(CCOCC1)CCCOC1=CC=C(C=C1)OCCC 4-benzyl-4-(3-(4-propoxyphenoxy)propyl)morpholin-4-ium bromide